C(C)(C)(C)OC(=O)NC1=CC=C(C=C1)C=1SC(=C(N1)C(=O)N[C@@H](CO)C(=O)O)C (2-(4-((tert-butoxycarbonyl)amino)phenyl)-5-methylthiazole-4-carbonyl)serine